C(C)OC(C(=C)OC(CCC1=CC=2C(=NN(N2)C2=CC3=C(OCO3)C=C2O)C=C1)=O)=O 2-[3-{2-(6-hydroxybenzo[1,3]dioxol-5-yl)-2H-benzotriazol-5-yl}propionyloxy]acrylic acid ethyl ester